ClC=1C=C(C=CC1)CCN1C[C@H]([C@@H](C1)C)COC1=CC=C(C=C1)S(=O)(=O)CCS(=O)(=O)C (3S,4S)-1-[2-(3-chlorophenyl)ethyl]-3-{[4-(2-methylsulfonylethylsulfonyl)phenoxy]methyl}-4-methylpyrrolidine